OCC(CN(C(OC(C)(C)C)=O)C)C tert-butyl (3-hydroxy-2-methylpropyl)(methyl)carbamate